FC(CN1CC(CCC1C(F)(F)F)N)(C)C 1-(2-fluoro-2-methylpropyl)-6-(trifluoromethyl)piperidin-3-amine